C(CCC)N1CN(CN(C1)CCCC)CCCC 1,3,5-tri-n-butyl-hexahydro-1,3,5-triazine